N-((1S,2R)-2-(6-fluoro-2,3-dimethylphenyl)-1-(5-oxo-4,5-dihydro-1,3,4-oxadiazol-2-yl)propyl)-4-(1H-indol-3-yl)piperidine-1-sulfonamide FC1=CC=C(C(=C1[C@H]([C@@H](C=1OC(NN1)=O)NS(=O)(=O)N1CCC(CC1)C1=CNC2=CC=CC=C12)C)C)C